C(C)N1C(=NCCC1)CCC 1-ethyl-2-n-propyl-1,4,5,6-tetrahydropyrimidine